CC1=NC=CC2=CC=NC=C12 methyl-2,7-naphthyridine